CC=1N=C2N(N=C(C=C2C)C=2C=C3C=NN(C(C3=C(C2)F)=O)C2CCN(C3(CC3)C2)C(=O)OC(C)(C)C)C1 tert-butyl 7-(6-(2,8-dimethylimidazo[1,2-b]pyridazin-6-yl)-8-fluoro-1-oxophthalazin-2(1H)-yl)-4-azaspiro[2.5]octane-4-carboxylate